C(C)SC1=NC(=CC(=C1C(=O)NCC1OCCCC1)C)N1CCOCC1 2-Ethylsulfanyl-4-methyl-6-morpholin-4-yl-N-(tetrahydro-pyran-2-yl-methyl)-pyridine-3-carboxylic acid amide